N-(2-(2-((6-(pyrrolidin-3-ylamino)pyridin-3-yl)amino)quinazolin-8-yl)pyridin-4-yl)acrylamide Tert-Butyl-4-[3-(3-methylphenyl)-1,2,4-oxadiazol-5-yl]piperidine-1-carboxylate C(C)(C)(C)OC(=O)N1CCC(CC1)C1=NC(=NO1)C1=CC(=CC=C1)C.N1CC(CC1)NC1=CC=C(C=N1)NC1=NC2=C(C=CC=C2C=N1)C1=NC=CC(=C1)NC(C=C)=O